OC1(CCN(CC12CCCC2)C(=O)C2=NNC=C2)CN2C=C(C(=CC2=O)C2=CC=CC=C2)C(=O)N(C)C 1-((10-Hydroxy-7-(1H-pyrazol-3-carbonyl)-7-azaspiro[4.5]decan-10-yl)methyl)-N,N-dimethyl-6-oxo-4-phenyl-1,6-dihydropyridin-3-carboxamid